C1(=CC=CC=C1)[Si](Cl)(Cl)C1=CC=CC=C1 Diphenyl-dichlorosilane